CC1=C(C=NC=C1)C=1C=C(C(=CC1)N)N 4-(4-methylpyridin-3-yl)benzene-1,2-diamine